FC1=C(NC2C(NC(CC2)=O)=O)C=CC=C1N1CCNCC1 3-(2-fluoro-3-piperazin-1-yl-anilino)piperidine-2,6-dione